(R or S)-4-(2-(1-(di(pyridin-3-yl)methyl)-3-(ethoxy-methyl)pyrrolidin-3-yl)ethyl)benzonitrile N1=CC(=CC=C1)C(N1C[C@@](CC1)(COCC)CCC1=CC=C(C#N)C=C1)C=1C=NC=CC1 |o1:9|